(S)-2-(1-(benzyloxy)-3-(tritylthio)propan-2-yl)isoindoline-1,3-dione C(C1=CC=CC=C1)OC[C@@H](CSC(C1=CC=CC=C1)(C1=CC=CC=C1)C1=CC=CC=C1)N1C(C2=CC=CC=C2C1=O)=O